BrC1=C2C=CNC2=C(C(=C1OC1=CC(=NC=C1)C(=O)O)F)F 4-((4-bromo-6,7-difluoro-1H-indol-5-yl)oxy)picolinic acid